Cl[W] chlorotungsten